methyl-2-[2-[2-[2-(2-prop-2-ynoxyethoxy)ethoxy]ethoxy]ethyl]pyrazole CC=1N(N=CC1)CCOCCOCCOCCOCC#C